N-ethyl-2-[1-methyl-6-(4-{[(2-oxo-2,3-dihydro-1,3-benzoxazol-5-yl)methyl]amino}cyclohexyl)-1H-pyrazolo[3,4-b]pyridin-4-yl]-N-isopropylbenzamide C(C)N(C(C1=C(C=CC=C1)C1=C2C(=NC(=C1)C1CCC(CC1)NCC=1C=CC3=C(NC(O3)=O)C1)N(N=C2)C)=O)C(C)C